C(C)(C)(C)OC(=O)N1CCN(CC1)CC1=CC2=C(NC(=N2)C(NC(=O)C=2C(=NOC2)C)C2CCCCCCC2)C=C1 4-[(2-{cyclooctyl-[(3-methylisoxazole-4-carbonyl)amino]methyl}-1H-benzimidazol-5-yl)methyl]piperazine-1-carboxylic acid tert-butyl ester